CC=1C(C2=C(C=C(C(=C2C(C1C)=O)O)O)O)=O 2,3-dimethyl-5,6,8-trihydroxy-1,4-naphthoquinone